(Rac)-6-chloro-1-methyl-4-[4-(5-methyl-1,3-benzooxazol-2-yl)piperidin-1-yl]-2-oxo-7-[(oxolan-3-yl)oxy]-1,2-dihydroquinoline-3-carbonitrile ClC=1C=C2C(=C(C(N(C2=CC1O[C@H]1COCC1)C)=O)C#N)N1CCC(CC1)C=1OC2=C(N1)C=C(C=C2)C |r|